C(CCC)CO Butyl-methanol